FS(C1=CC=C(C=C1)C1CCC(CC1)O)(F)(F)(F)F 4-[4-(pentafluoro-λ6-sulfanyl)phenyl]cyclohexan-1-ol